2-(p-tolyl)-1-(phenylsulfonyl)aziridine C1(=CC=C(C=C1)C1N(C1)S(=O)(=O)C1=CC=CC=C1)C